FC1=C(CN2C(C=CC=C2)=O)C=C(C=C1)I 1-(2-fluoro-5-iodobenzyl)pyridin-2(1H)-one